3-((5-((2-methyl-[1,1'-biphenyl]-3-yl)methoxy)-2-(1,4,5,6-tetrahydropyrimidin-2-yl)phenoxy)methyl)benzonitrile CC1=C(C=CC=C1COC=1C=CC(=C(OCC=2C=C(C#N)C=CC2)C1)C=1NCCCN1)C1=CC=CC=C1